(R)-4-((S)-8-(benzo[d]isoxazol-3-ylmethoxy)-5-chloro-1-((2-oxopyrrolidin-1-yl)methyl)-3,4-dihydroisoquinolin-2(1H)-yl)-3-methyl-4-oxobutanoic acid O1N=C(C2=C1C=CC=C2)COC=2C=CC(=C1CCN([C@@H](C21)CN2C(CCC2)=O)C([C@@H](CC(=O)O)C)=O)Cl